(2R)-N-((R)-(3,4-dichlorophenyl)(6-(trifluoromethyl)pyridin-3-yl)methyl)-2-methyl-3-oxopiperazine-1-carboxamide ClC=1C=C(C=CC1Cl)[C@@H](NC(=O)N1[C@@H](C(NCC1)=O)C)C=1C=NC(=CC1)C(F)(F)F